ClC=1C=C(C=CC1F)NC1=NC=NC2=CC(=C(C=C12)O)OC 4-[(3-chloro-4-fluorophenyl)amino]-7-methoxyquinazolin-6-ol